(R)-3-Boc-aminopiperidine hydrochloride Cl.C(=O)(OC(C)(C)C)[C@H]1CN(CCC1)N